N-(4-(2-(Thieno[2,3-d]pyrimidin-4-ylamino)ethyl)phenyl)methansulfonamid N1=CN=C(C2=C1SC=C2)NCCC2=CC=C(C=C2)NS(=O)(=O)C